C(C)(C)(C)C=1C=C(C=C(C1)C(C)(C)C)C=1C=C(C=C(C1)C1=CC(=CC(=C1)C(C)(C)C)C(C)(C)C)C1=CC(=CC(=C1OC1OCCCC1)B1OC(C(O1)(C)C)(C)C)[Si](CCCCCCCC)(C)C (3'',5''-di-tert-butyl-5'-(3,5-di-tert-butylphenyl)-6-((tetrahydro-2H-pyran-2-yl)oxy)-5-(4,4,5,5-tetramethyl-1,3,2-dioxaborolan-2-yl)-[1,1':3',1''-terphenyl]-3-yl)dimethyl(octyl)silane